4-[1-[2-(4,4-Dimethyl-1-piperidyl)-6-methyl-4-oxo-chromen-8-yl]ethylamino]-1,3-dihydrobenzimidazol-2-one CC1(CCN(CC1)C=1OC2=C(C=C(C=C2C(C1)=O)C)C(C)NC1=CC=CC=2NC(NC21)=O)C